O[C@@H](C(=O)N)CN1N=CC(=C1)CN1[C@H](C[C@@]2(CC1)OC[C@H](C1=C2SC(=C1)C(F)(F)F)O)C (2R)-2-hydroxy-3-[4-[[(2'S,4S,7R)-4-hydroxy-2'-methyl-2-(trifluoromethyl)spiro[4,5-dihydrothieno[2,3-c]pyran-7,4'-piperidine]-1'-yl]methyl]pyrazol-1-yl]propanamide